NC1=NC(=NC=C1C(=O)O)N1[C@H](CN(CC1)C=1N=CC2=C(N1)CCN(C2)C(=O)OC(C)(C)C)C(=O)OC(C)(C)C 4-amino-2-[(2R)-2-[(tert-butoxy)carbonyl]-4-{6-[(tert-butoxy)carbonyl]-5h,6h,7h,8h-pyrido[4,3-d]pyrimidin-2-yl}piperazin-1-yl]pyrimidine-5-carboxylic acid